ClC1=CC=C(C=C1)C1=C(C=CC=C1)CN1CN(CC1)CC=1C=C2C=NC(C2=CC1)=O 5-((3-((4'-chloro-[1,1'-biphenyl]-2-yl)methyl)imidazolidin-1-yl)methyl)-1-oxoisoindole